C(C)(C)C(CCC(CCOC)C)SC(CC=O)CCC 3-(1-Isopropyl-6-methoxy-4-methylhexyl)sulfanylhexanal